C(C)C1OCC(C1CCN1CCCCC1C)=O ethyl-6-methyl-4-oxo-3-[2-(piperidin-1-yl)ethyl]-3,4-dihydrofuran